1-(4-Fluoro-3-{5-[3-(4-methyl-piperazin-1-ylmethyl)-phenyl]-1H-pyrrolo[2,3-b]pyridin-3-yl}-phenyl)-3-phenyl-urea FC1=C(C=C(C=C1)NC(=O)NC1=CC=CC=C1)C1=CNC2=NC=C(C=C21)C2=CC(=CC=C2)CN2CCN(CC2)C